C1=C(C=C(C(=C1Br)O)Br)S(=O)(=O)C2=CC(=C(C(=C2)Br)O)Br Tetrabromobisphenol S